(R)-4-(3-oxomorpholin-4-yl)-3-(4-chlorophenyl)-N-((R)-1-(2-(trifluoromethyl)pyrimidin-5-yl)ethyl)-4,5-dihydro-1H-pyrazol-1-carboxamide O=C1N(CCOC1)[C@H]1C(=NN(C1)C(=O)N[C@H](C)C=1C=NC(=NC1)C(F)(F)F)C1=CC=C(C=C1)Cl